C(C)(C)(C)OC(NC1=NC(=C(C=C1)C=1CCOCC1)CN(C)C)=O (5-(3,6-dihydro-2H-pyran-4-yl)-6-((dimethylamino)methyl)pyridin-2-yl)carbamic acid tert-butyl ester